[In]=[Se].[Cu].[Zn] zinc-copper indium selenide